N[C@@H](C1=C(C=C(C(=C1)Cl)Cl)O)C1CCN(CC1)C=1C=NNC1 2-[(R)-amino[1-(1H-pyrazol-4-yl)piperidin-4-yl]methyl]-4,5-dichlorophenol